C(C)(C)(C)OC(N([C@H]1COC2(C1)CCNCC2)C[C@H](COC2=CC(=CC=C2)S(=O)(=O)C)O)=O.BrC2=CC=C(S2)C(C)=O 1-(5-bromothiophen-2-yl)ethan-1-one tert-butyl-((R)-2-hydroxy-3-(3-(methylsulfonyl)phenoxy)propyl)((R)-1-oxa-8-azaspiro[4.5]decan-3-yl)carbamate